C1(CC1)CN1N=CC(=C1)C=1C=C2C(=CNC2=CC1)NC(CC)=O N-{5-[1-(cyclopropyl-methyl)-1H-pyrazol-4-yl]-1H-indol-3-yl}propanamide